(R)-1-(4-((4-((S)-2-acetoxy-3-chloropropoxy)-3-chlorophenyl)sulfonyl)-2-chlorophenoxy)-3-methoxypropan-2-yl acetate C(C)(=O)O[C@@H](COC1=C(C=C(C=C1)S(=O)(=O)C1=CC(=C(C=C1)OC[C@@H](CCl)OC(C)=O)Cl)Cl)COC